FC(C(=O)O)(F)F.N[C@@]1(CN(C[C@H]1CCCB(O)O)S(NC1CNC1)(=O)=O)C(=O)O |r| (rac)-trans-3-amino-1-(N-(azetidin-3-yl)sulfamoyl)-4-(3-boronopropyl)pyrrolidine-3-carboxylic acid, 2,2,2-trifluoroacetic acid salt